6-amino-N-[2-({2-[(α-L-fucopyranosyl)oxy]ethyl}amino)-2-oxoethyl]-N-[2-oxo-2-({2-[(α-D-mannopyranosyl)oxy]ethyl}amino)ethyl]hexanamide NCCCCCC(=O)N(CC(NCCO[C@@H]1[C@@H](O)[C@@H](O)[C@H](O)[C@H](O1)CO)=O)CC(=O)NCCO[C@H]1[C@@H](O)[C@H](O)[C@H](O)[C@@H](O1)C